2-(2,6-dichlorobenzamido)-3-(4-(4-((1-methyl-5-oxo-4,5-dihydro-1H-imidazol-2-yl)amino)butoxy)phenyl)propanoic acid ClC1=C(C(=O)NC(C(=O)O)CC2=CC=C(C=C2)OCCCCNC=2N(C(CN2)=O)C)C(=CC=C1)Cl